[N+](=O)([O-])C=1C=C(C=CC1)/C=C/C(=O)N1C=CC=C1 (E)-1-(3-(3-nitrophenyl)acryloyl)-1h-pyrrole